S1C(=NC=C1)N1CCC(CC1)CC(=O)O 2-(1-(thiazol-2-yl)piperidin-4-yl)acetic Acid